FC1=C(N=CC2=C1N=C(N=C2N2C[C@H]1C[C@H]([C@@H](C2)C1)O)OC[C@]12CCCN2C[C@@H](C1)F)C1=CC(=CC2=C(C=CC=C12)F)O (1R,5R,6R)-3-(8-fluoro-7-(5-fluoro-3-hydroxynaphthalen-1-yl)-2-(((2R,7aS)-2-fluorohexahydro-1H-pyrrolizin-7a-yl)methoxy)pyrido[4,3-d]pyrimidin-4-yl)-3-azabicyclo[3.2.1]octan-6-ol